ethyl 2-formyl-5-((2-(trifluoromethyl)pyridin-3-yl)methoxy)benzofuran-3-carboxylate C(=O)C=1OC2=C(C1C(=O)OCC)C=C(C=C2)OCC=2C(=NC=CC2)C(F)(F)F